(R)-N-(2-fluoro-3-hydroxy-3-methylbutyl)-8-(isopropylamino)-2-(thiazol-5-yl)imidazo[1,2-b]pyridazine-7-carboxamide F[C@H](CNC(=O)C1=C(C=2N(N=C1)C=C(N2)C2=CN=CS2)NC(C)C)C(C)(C)O